COC=1C=C(OC2=CC=C(C=N2)NC=2C(=NC=CN2)N)C=CC1C N3-[6-(3-methoxy-4-methyl-phenoxy)-3-pyridinyl]pyrazine-2,3-diamine